N1=C(NC2=C1C1=CC=CC=C1C=C2)CCNCCC=2OC=C(N2)C(=O)NCC=2N=CC=1C=CC3=C(C1C2)C=CC=C3 2-(2-((2-(3H-naphtho[1,2-d]imidazol-2-yl)ethyl)amino)ethyl)-N-(benzo[f]isoquinolin-2-ylmethyl)oxazole-4-carboxamide